5-[4-(1H-pyrazol-4-yl)-1H-indol-7-yl][1,3]thiazolo[5,4-d][1,3]thiazol-2-amine N1N=CC(=C1)C1=C2C=CNC2=C(C=C1)C=1SC2=C(N1)SC(=N2)N